2-(4-chloro-benzyl)-3-(5-chloro-pyridin-2-yl)-1-oxo-1,2,3,4-tetrahydro-isoquinoline-4-carboxylic acid ClC1=CC=C(CN2C(C3=CC=CC=C3C(C2C2=NC=C(C=C2)Cl)C(=O)O)=O)C=C1